OC(C)(C)C1=NC(=NC(=C1)C)N1CC2C(C1)CN(C2)C=O ((3R,6S)-5-(4-(2-hydroxypropan-2-yl)-6-methylpyrimidin-2-yl)hexahydropyrrolo[3,4-c]pyrrol-2(1H)-yl)methanone